C1(=CC=CC=C1)NCC(=O)OC(C)C N-phenylglycine, isopropyl ester